CC1=NC=CC(=N1)N1CC(C1)NC(OC(C)(C)C)=O tert-butyl (1-(2-methylpyrimidin-4-yl)azetidin-3-yl)carbamate